[Si](C1=CC=CC=C1)(C1=CC=CC=C1)(C(C)(C)C)OC(CC)O (tert-Butyldiphenylsilyloxy)propan-1-ol